4-[2-[4-[1-(4-chlorophenyl)-5-methyl-pyrazol-3-yl]-1-piperidyl]ethyl]morpholine ClC1=CC=C(C=C1)N1N=C(C=C1C)C1CCN(CC1)CCN1CCOCC1